ethyl cis-2-[4-[(2R,4R)-4-fluoro-2-(hydroxymethyl)-1-pyrrolidinyl]piperidin-1-yl]-6-azaspiro[3.4]octane-6-carboxylate F[C@@H]1C[C@@H](N(C1)C1CCN(CC1)C1CC2(C1)CN(CC2)C(=O)OCC)CO